(2S)-1-[(1S)-1-(Dicyclohexylphosphino)ethyl]-2-(diphenylphosphino)ferrocene C[C@@H]([C]1C=CC=C1P(C2=CC=CC=C2)C3=CC=CC=C3)P(C4CCCCC4)C5CCCCC5.C1=C[CH]C=C1.[Fe]